FCCCN1CC(C1)CC1=CC=C(C=C1)C1=CCCCC2=C1C=CC(=C2)C(=O)O.O2CCN(CC2)C(=O)C2=CC=C(C=C2)B2OC(C(O2)(C)C)(C)C morpholino(4-(4,4,5,5-tetramethyl-1,3,2-dioxaborolan-2-yl)phenyl)methanone 9-(4-((1-(3-fluoropropyl)azetidin-3-yl)methyl)phenyl)-6,7-dihydro-5H-benzo[7]annulene-3-carboxylate